(+)-(1R,2R)-2-[(N,N-dimethylamino)methylene]-1-hydroxy-cyclohexyl-phenol CN(C)C=C1[C@@](CCCC1)(O)C1=C(C=CC=C1)O